NC1=NC2=C(C(N(N=C2)C)=O)N1CCCCCOC1=C(C=NN1C)C1=NC(=CC(=C1)C(=O)OC)C methyl 2-{5-[(5-{2-amino-6-methyl-7-oxoimidazo[4,5-d]pyridazin-1-yl} pentyl) oxy]-1-methylpyrazol-4-yl}-6-methylpyridine-4-carboxylate